C(C)(C)(C)OO tert-Butyl Hydrogen peroxide